tert-butyl 4-[(1R)-2-hydroxy-1-methyl-ethoxy]piperidine-1-carboxylate OC[C@H](OC1CCN(CC1)C(=O)OC(C)(C)C)C